acrylic acid, tetrahydrofurfuryl ester C(C=C)(=O)OCC1CCCO1